2-bromo-1-(2-chloropyridin-4-yl)ethanone BrCC(=O)C1=CC(=NC=C1)Cl